[O-]CCCC.[Y+3].[O-]CCCC.[O-]CCCC yttrium n-butoxide